C(C)(=O)C=1C=C2CCN(CC2=CC1)C(=O)OC(C)(C)C tert-Butyl 6-acetyl-3,4-dihydro-1H-isoquinoline-2-carboxylate